ClC1=CC2=C(N=N1)N(C=C2)CC2C(CN(CC2)C)(F)F 4-({3-Chloro-7H-pyrrolo[2,3-c]pyridazin-7-yl}methyl)-3,3-difluoro-1-methylpiperidine